NC1=NC=2C=C(C(=CC2C2=C1C=NN2C)C(=O)N(CC2=NC=C(C=C2F)C#CC=2C=NN(C2C)C)C2CC2)F 4-amino-N-cyclopropyl-N-((5-((1,5-dimethyl-1H-pyrazol-4-yl)ethynyl)-3-fluoropyridin-2-yl)methyl)-7-fluoro-1-methyl-1H-pyrazolo[4,3-c]quinoline-8-carboxamide